(1-(4-oxo-4-(((6-phenylpyridin-2-yl)methyl)amino)but-2-enamido)-2-phenylethyl)boronic acid O=C(C=CC(=O)NC(CC1=CC=CC=C1)B(O)O)NCC1=NC(=CC=C1)C1=CC=CC=C1